The molecule is an avermectin analogue that is avermectin A1a in which the methoxy group attached to the tetrahydrobenzofuranyl moiety is replaced by a hydroxy group and in which the hydroxy group at position 4 of the terminal 2,6-dideoxy-3-O-methyl-alpha-L-arabino-hyxopoyranosyl group is replaced by an acetamido group. It is an avermectin analogue, a semisynthetic derivative, a member of acetamides, an organic heteropentacyclic compound, a spiroketal and a disaccharide derivative. CC[C@H](C)[C@@H]1[C@H](C=C[C@@]2(O1)C[C@@H]3C[C@H](O2)C/C=C(/[C@H]([C@H](/C=C/C=C/4\\CO[C@H]5[C@@]4([C@@H](C=C([C@H]5O)C)C(=O)O3)O)C)O[C@H]6C[C@@H]([C@H]([C@@H](O6)C)O[C@H]7C[C@@H]([C@H]([C@@H](O7)C)NC(=O)C)OC)OC)\\C)C